N-(4-((6R,8R)-7-(2,2-difluoroethyl)-8-methyl-6,7,8,9-tetrahydro-3H-pyrazolo[4,3-f]isoquinolin-6-yl)phenyl)-1-(3-fluoropropyl)azetidin-3-amine FC(CN1[C@@H](C2=CC=C3C(=C2C[C@H]1C)C=NN3)C3=CC=C(C=C3)NC3CN(C3)CCCF)F